N[C@@H](C(=O)NCC1=C(C=CC=C1)F)C (R,S)-2-amino-N-(2-fluorobenzyl)propanamide